N1C=CC=2C1=NC=C(C2)OC2=C(C(=O)NS(=O)(=O)C1=CC3=CN(N=C3C(=C1)[N+](=O)[O-])C)C=CC(=C2)N2CCN(CC2)CC2=C(CC1(CCC1)CC2)C2=CC=C(C=C2)Cl 2-((1H-pyrrolo[2,3-b]pyridin-5-yl)oxy)-4-(4-((6-(4-chlorophenyl)spiro[3.5]non-6-en-7-yl)methyl)piperazin-1-yl)-N-((2-methyl-7-nitro-2H-indazol-5-yl)sulfonyl)benzamide